BrC=1C=C(C(=C(\C=N\[S@](=O)C(C)(C)C)C1)F)C (R,E)-N-(5-Bromo-2-fluoro-3-methylbenzylidene)-2-methylpropane-2-sulfinamide